6-(ethylsulfonyl)-2,2-dimethyl-8-(6-methyl-7-oxo-6,7-dihydro-1H-pyrrolo[2,3-c]pyridin-4-yl)-2H-1,4-benzoxazin-3(4H)-one C(C)S(=O)(=O)C=1C=C(C2=C(NC(C(O2)(C)C)=O)C1)C=1C2=C(C(N(C1)C)=O)NC=C2